C1CNC2C1=C1C=CC=NC1=CC2 tetrahydro-3H-pyrrolo-[3,2-f]quinoline